5-(2-(Benzylamino)pyrimidin-5-yl)quinolin-2(1H)-one C(C1=CC=CC=C1)NC1=NC=C(C=N1)C1=C2C=CC(NC2=CC=C1)=O